O(C1=CC=CC=C1)C1=CC=C(C=C1)[C@H]1N2CN(O[C@H]1C=CC2)C(CC2=CC=CC=C2)=O |o1:13,18| 1-((1R*,5S*,9R*)-9-(4-(phenoxy)phenyl)-4-oxa-1,3-diazabicyclo[3.3.1]non-6-en-3-yl)-2-phenylethan-1-one